[Bi].[Ce].[Sn] tin-cerium-bismuth